N[C@H](C(=O)O)CNC(CCCCCCCCCCCCCCC)=O (S)-2-amino-3-palmitamidopropanoic acid